C(=O)=C1CC[C@@H](C2=CC=CC=C12)NC(=O)OC(C)(C)C (S)-tert-butyl 4-carbonyl-1,2,3,4-tetrahydronaphthalene-1-carbamate